tert-butyl (5-bromo-3-methyl-7-(N-(1-methylcyclopropyl)sulfamoyl)quinolin-2-yl)carbamate BrC1=C2C=C(C(=NC2=CC(=C1)S(NC1(CC1)C)(=O)=O)NC(OC(C)(C)C)=O)C